C12(CC(C1)C2)C(=O)N2[C@H]([C@H](C(C2)(F)F)NS(=O)(=O)CC)CC=2C=C(C=CC2)C2=CC(=CC=C2)F N-{(2S,3R)-1-(bicyclo[1.1.1]pentane-1-carbonyl)-4,4-difluoro-2-[(3'-fluoro[1,1'-biphenyl]-3-yl)methyl]pyrrolidin-3-yl}-ethanesulfonamide